8-fluoro-7-(7-fluoro-8-methylnaphthalen-1-yl)-2-(((2R,7aS)-2-fluorohexahydro-1H-pyrrolizin-7a-yl)methoxy)-N-methyl-N-((R)-pyrrolidin-3-yl)pyrido[4,3-d]pyrimidin-4-amine FC1=C(N=CC2=C1N=C(N=C2N([C@H]2CNCC2)C)OC[C@]21CCCN1C[C@@H](C2)F)C2=CC=CC1=CC=C(C(=C21)C)F